FC=1C=C(C=C(C1CN1CCOCC1)F)C=1C=CC=C2N=CC(=NC12)C=1C=NN(C1)C1CCN(CC1)C(CCCCC#CC=1C=C2CN(C(C2=CC1)=O)C1C(NC(CC1)=O)=O)=O 3-(5-(7-(4-(4-(8-(3,5-difluoro-4-(morpholinomethyl)phenyl)quinoxalin-2-yl)-1H-pyrazol-1-yl)piperidin-1-yl)-7-oxohept-1-yn-1-yl)-1-oxoisoindolin-2-yl)piperidine-2,6-dione